FC1(C[C@H](N2N=C(N=C21)C(=O)N2CC(C2)(F)F)C2=CC=CC=C2)F (S)-(7,7-difluoro-5-phenyl-6,7-dihydro-5H-pyrrolo[1,2-b][1,2,4]triazol-2-yl)(3,3-difluoroazetidin-1-yl)methanone